N-[(4-Methoxyphenyl)methyl]-N-methyl-5-(1-methylimidazol-4-yl)-6-[3-(trifluoromethyl)anilino]pyridine-3-sulfonamide COC1=CC=C(C=C1)CN(S(=O)(=O)C=1C=NC(=C(C1)C=1N=CN(C1)C)NC1=CC(=CC=C1)C(F)(F)F)C